tert-butyl 4-[(3-chloro-2-methoxyphenyl)carbamothioyl]-3-([[3-(2-methoxy-2-methylpropoxy)pyridin-4-yl]methyl]amino)-5-oxo-2,6-dihydropyridine-1-carboxylate ClC=1C(=C(C=CC1)NC(=S)C1=C(CN(CC1=O)C(=O)OC(C)(C)C)NCC1=C(C=NC=C1)OCC(C)(C)OC)OC